1,2-bis(chloromethyl)ethylene ClCC=CCCl